C(C)(C)(C)C1=NC=C(C=N1)N1C(O[C@]2(C1)C[C@H](CCC2)CN2C=NC1=C2C=C(C=C1)C#N)=O 1-(((5s,7s)-3-(2-(tert-butyl)pyrimidin-5-yl)-2-oxo-1-oxa-3-azaspiro[4.5]decan-7-yl)methyl)-1H-benzo[d]imidazole-6-carbonitrile